P1(=O)(OC2=C(C=C(C=C2C(C)(C)C)CCCC)C(C)C2=C(C(=CC(=C2)CCCC)C(C)(C)C)O1)[O-].[Na+] sodium 2,2'-ethylidene-bis(4-n-butyl-6-tert-butylphenyl) phosphate